NC1=NC=CC=C1C1=NC=2C(=NC(=CC2)C2=CC=CC=C2)N1C1=CC=C(CN2C[C@H](N([C@@H](C2)C)C(=O)OC(C)(C)C)C)C=C1 tert-butyl (2R,6R)-4-(4-(2-(2-aminopyridin-3-yl)-5-phenyl-3H-imidazo[4,5-b]pyridin-3-yl)benzyl)-2,6-dimethylpiperazine-1-carboxylate